[C@@H]1([C@H](O)[C@@H](O)[C@@H](O)[C@H](O1)CO)O[C@@H]1[C@H]([C@@H](OC)O[C@@H]([C@@H]1O)CO[C@H]1[C@@H]([C@@H](O)[C@H](O)[C@H](O1)CO)NC(C)=O)NC(C)=O Methyl β-D-galactopyranosyl-(1→3)-[2-acetamido-2-deoxy-β-D-glucopyranosyl-(1→6)]-2-acetamido-2-deoxy-α-D-galactopyranoside